NC1=NC=NN2C1=C(C(=N2)C2=CC=C(C=C2)NC(C=C)=O)C2=CC(=C(C=C2)C=2OC=C(N2)C(F)(F)F)OC N-(4-(4-amino-5-(3-methoxy-4-(4-(trifluoromethyl)oxazol-2-yl)phenyl)pyrazolo[5,1-f][1,2,4]triazin-6-yl)phenyl)acrylamide